N-ethyl-3-[7-[(5-morpholino-2-pyridyl)amino]-1-oxo-isoindolin-4-yl]imidazo[1,2-a]pyridine-7-carboxamide C(C)NC(=O)C1=CC=2N(C=C1)C(=CN2)C2=C1CNC(C1=C(C=C2)NC2=NC=C(C=C2)N2CCOCC2)=O